C1(=CC=CC=C1)P(=O)(C1=NC(=CC=C1)P(=O)(C1=CC=CC=C1)C1=CC=CC=C1)C1=CC=CC=C1 2,6-bisdiphenylphosphinylpyridine